N,N'-ethylenebis(hydroxystearamide) C(CNC(C(CCCCCCCCCCCCCCCC)O)=O)NC(C(CCCCCCCCCCCCCCCC)O)=O